phenyl (2,4,6-trimethylbenzoyl) phosphate Lithium [Li+].P(=O)(OC1=CC=CC=C1)(OC(C1=C(C=C(C=C1C)C)C)=O)[O-]